S(=O)(=O)([O-])[O-].[Sn+4].[In+3] indium tin sulfate